benzo[c]chromen C1=C2C3=C(COC2=CC=C1)C=CC=C3